C(C)(C)C1=CC=C2SC=3C=CC(=CC3C(C2=C1)=O)[S+](C1=CC=CC=C1)C1=CC=CC=C1 7-isopropyl-9-oxo-10-thia-9,10-dihydro-anthracene-2-yldiphenylsulfonium